tert-butyl (1-(1-(2,6-dioxopiperidin-3-yl)indolin-4-yl)piperidin-4-yl)(methyl)carbamate O=C1NC(CCC1N1CCC2=C(C=CC=C12)N1CCC(CC1)N(C(OC(C)(C)C)=O)C)=O